C(C=C)(=O)N1C(NC(C1(C)C)=O)(C)C 1-acryloyl-2,2,5,5-tetramethylimidazolidin-4-one